5-[(4R,10aS)-4-methyl-8-(2-piperazin-1-ylpyrimidin-5-yl)-1,3,4,6,7,9,10,10a-octahydropyrazino[1,2-d][1,4]diazepin-2-yl]quinoline-8-carbonitrile C[C@@H]1CN(C[C@H]2N1CCN(CC2)C=2C=NC(=NC2)N2CCNCC2)C2=C1C=CC=NC1=C(C=C2)C#N